FC1(OC2=C(O1)C=CC(=C2)[C@H](C)OC=2C=C(C=NC2F)N2N=C(C=1CCC[C@@H](C21)OCC2CCC(CC2)C(=O)O)C(F)(F)F)F 4-[[(7S)-1-[5-[(1S)-1-(2,2-difluoro-1,3-benzodioxol-5-yl)ethoxy]-6-fluoro-3-pyridinyl]-3-(trifluoromethyl)-4,5,6,7-tetrahydroindazol-7-yl]oxymethyl]cyclohexanecarboxylic acid